CN1CCC(CC1)(C1=NN=C(N1)C1=CC=NC=C1)NC=1C=C(C(=O)N[C@@H]2CCOC3=CC=C(C=C23)OCCCCCCOCCOCCOCCCCCC(=O)OC)C=CC1 (R)-methyl 6-(2-(2-(6-(4-(3-(1-methyl-4-(5-(pyridin-4-yl)-4H-1,2,4-triazol-3-yl)piperidin-4-ylamino)benzamido)chroman-6-yloxy)hexyloxy)ethoxy)ethoxy)hexanoate